[Cl-].C(CCCCCCCCCCCCCCCCC)(=O)OC(CNC(CC([NH3+])C(=O)O)=O)COC(CCCCCCCCCCCCCCCCC)=O 3-((2,3-Bis(stearoyloxy)propyl)amino)-1-carboxy-3-oxopropan-1-aminium Chloride